NC1=C2C(=NC=N1)N(N=C2C2=CC=C(C=C2)OC2=CC=CC=C2)C2C(CC(CC2)CN2CC(N(C(C2)C)C=2C=C1C(N(C(C1=CC2F)=O)C2C(NC(CC2)=O)=O)=O)C)F 5-(4-((4-(4-amino-3-(4-phenoxyphenyl)-1H-pyrazolo[3,4-d]pyrimidin-1-yl)-3-fluorocyclohexyl)methyl)-2,6-dimethylpiperazin-1-yl)-2-(2,6-dioxopiperidin-3-yl)-6-fluoroisoindoline-1,3-dione